4-[(4-Cyano-phenoxy)-(5,6-dimethoxy-benzothiazol-2-ylcarbamoyl)-methyl]-N-(2-morpholin-4-yl-ethyl)-benzamide C(#N)C1=CC=C(OC(C2=CC=C(C(=O)NCCN3CCOCC3)C=C2)C(NC=2SC3=C(N2)C=C(C(=C3)OC)OC)=O)C=C1